(4-bromopyridin-2-yl)morpholine BrC1=CC(=NC=C1)N1CCOCC1